CC=1N(N=C2C3=C(C(C(C12)=O)=O)C=CC=C3)S(=O)(=O)N3CCOCC3 3-methyl-2-(morpholinosulfonyl)-2H-benzo[g]indazole-4,5-dione